ClC1=C(C=C2C(=N1)CCC2)C(=O)NC(COC2=C(C=CC=C2)F)(CC(=C)C)C 2-chloro-N-(1-(2-fluorophenoxy)-2,4-dimethylpent-4-en-2-yl)-6,7-dihydro-5H-cyclopenta[b]pyridine-3-carboxamide